ethylpropione C(C)CCC(CC)=O